(S)-N-((4-bromo-6-fluoropyridin-3-yl)methylene)-2-methylpropane-2-sulfinamide BrC1=C(C=NC(=C1)F)C=N[S@@](=O)C(C)(C)C